2-(5-bromo-2-hydroxy-3-(4-methylbenzoyl-oxy)benzylideneamino)-3-(4-hydroxy-phenyl)propanoic acid BrC=1C=C(C(=C(C=NC(C(=O)O)CC2=CC=C(C=C2)O)C1)O)OC(C1=CC=C(C=C1)C)=O